1-(4-(6-chloro-8-fluoro-7-(5-methyl-1H-indazol-4-yl)-2-(thiazol-5-yl)quinazolin-4-yl)piperazin-1-yl)prop-2-en-1-one ClC=1C=C2C(=NC(=NC2=C(C1C1=C2C=NNC2=CC=C1C)F)C1=CN=CS1)N1CCN(CC1)C(C=C)=O